1-hexadecanoyl-2-(6Z,9Z,12Z-octadecatrienoyl)-glycero-3-phosphoserine CCCCCCCCCCCCCCCC(=O)OC[C@H](COP(=O)(O)OC[C@@H](C(=O)O)N)OC(=O)CCCC/C=C\C/C=C\C/C=C\CCCCC